N-((1s,3s)-3-(6-(((1-((1-(2-(2,6-dioxopiperidin-3-yl)-1,3-dioxoisoindolin-4-yl)piperidin-4-yl)methyl)piperidin-4-yl)methyl)amino)-9H-purin-9-yl)cyclobutyl)acetamide O=C1NC(CC[C@@H]1N1C(C2=CC=CC(=C2C1=O)N1CCC(CC1)CN1CCC(CC1)CNC1=C2N=CN(C2=NC=N1)C1CC(C1)NC(C)=O)=O)=O